Cl.F[C@@H]1[C@H](CNC1)O (3S,4S)-4-fluoropyrrolidin-3-ol hydrochloride